C(C)[C@]1(C(OCC=2C(N3CC=4C(=NC=5C=C(C(=C6C5C4[C@H](CC6)NC([C@H](CCO)OC)=O)C)F)C3=CC21)=O)=O)O (S)-N-((1S,9S)-9-ethyl-5-fluoro-9-hydroxy-4-methyl-10,13-dioxo-2,3,9,10,13,15-hexahydro-1H,12H-benzo[de]pyrano[3',4':6,7]indolizino[1,2-b]quinolin-1-yl)-4-hydroxy-2-methoxybutanamide